COC1=CC=C(C=C1)C(OCC12OCC(N(C1)C(=O)NC)C2O)(C2=CC=CC=C2)C2=CC=C(C=C2)OC 1-[[bis(4-methoxyphenyl)-phenylmethoxy]methyl]-7-hydroxy-N-methyl-2-oxa-5-azabicyclo[2.2.1]heptane-5-carboxamide